OC1=NC(=NC=2CN(CCCC21)C(=O)OCC2=CC=CC=C2)SC benzyl 4-hydroxy-2-(methylthio)-5,6,7,9-tetrahydro-8H-pyrimido[4,5-c]azepine-8-carboxylate